Cl.C(N)(=N)SCC=1C(=NN(C1F)C)C(F)(F)F [5-Fluoro-1-methyl-3-(trifluoromethyl)-1H-pyrazol-4-yl]methyl carbamimidothioate hydrochloride